C(C)(C)(C)OC(=O)N1C[C@@H](CCC1)N1N=C(C=2C1=NC=NC2N)C2=CC=C(C=1OCOC12)NC(C1=CC=C(C=C1)OC)=O (R)-3-(4-amino-3-(7-(4-methoxybenzamido)benzo[d][1,3]dioxol-4-yl)-1H-pyrazolo[3,4-d]pyrimidin-1-yl)piperidine-1-carboxylic acid tert-butyl ester